C1(CCC1)C1CC(C=2C(C3=CC=CC=C3NC2C1)=O)=O 3-cyclobutyl-3,4-dihydroacridine-1,9(2H,10H)-dione